N1(CCC1)C=1C=CC2=C(C1)[Si]1(CCCCC1)C1=C(C23OC(C2=CC=C(C=C23)C(=O)NCCN2C(C=CC2=O)=O)=O)C=CC(=C1)N1CCC1 3',7'-di(azetidin-1-yl)-N-(2-(2,5-dioxo-2,5-dihydro-1H-pyrrol-1-yl)ethyl)-3-oxo-3H-dispiro[isobenzofuran-1,10'-dibenzo[b,e]siline-5',1''-silinane]-6-carboxamide